2-(4-morpholino-3-(trifluoromethyl)phenyl)quinazolin-7-amine O1CCN(CC1)C1=C(C=C(C=C1)C1=NC2=CC(=CC=C2C=N1)N)C(F)(F)F